CC=1C(=NC=C(C1)NC(C(N1C(CCCC1)C=1SC=CC1)=O)=O)NC(OC(C)(C)C)=O tert-butyl N-[3-methyl-5-[[2-oxo-2-[2-(2-thienyl)-1-piperidyl]acetyl]amino]-2-pyridyl]carbamate